tert-Butyl N-[(1R)-2-tert-butoxy-1-(8-fluoro-6-formyl-6,7-dihydro-5H-cyclopenta[f][1,3]benzoxazol-2-yl)ethyl]-N-methyl-carbamate C(C)(C)(C)OC[C@H](C=1OC2=C(N1)C=C1C(=C2F)CC(C1)C=O)N(C(OC(C)(C)C)=O)C